8-(4-(dimethylamino)piperidin-1-yl)-N-(2-methoxy-4-(4-methyl-4H-1,2,4-triazol-3-yl)phenyl)-6-methylpyrido[3,4-d]pyrimidin-2-amine CN(C1CCN(CC1)C1=NC(=CC2=C1N=C(N=C2)NC2=C(C=C(C=C2)C2=NN=CN2C)OC)C)C